bicyclo[2.2.1]-5-heptene-2,3-dicarboxylic acid zinc salt [Zn+2].C12C(C(C(C=C1)C2)C(=O)[O-])C(=O)[O-]